F[C@H]1CN(C[C@@H]1NC1=NC(=CC=C1)C1=CN=C2N1C=C(C(=C2)OC)C(C(F)(F)F)(C)O)C(=O)OC(C)(C)C (3S,4S)-tert-butyl 3-fluoro-4-((6-(7-methoxy-6-(1,1,1-trifluoro-2-hydroxypropan-2-yl)imidazo[1,2-a]pyridin-3-yl)pyridin-2-yl)amino)pyrrolidine-1-carboxylate